N-((1-(2-amino-2-oxoethyl)cyclohexyl)methyl)-4-((2-fluorophenyl)ethynyl)benzamide NC(CC1(CCCCC1)CNC(C1=CC=C(C=C1)C#CC1=C(C=CC=C1)F)=O)=O